O1COCC2=C1C=CC(=C2)C(N2CCN(CCC2)C(=O)OC(C)(C)C)C2=CC1=C(OCOC1)C=C2 tert-butyl 4-(bis(4H-benzo[d][1,3]dioxin-6-yl)methyl)-1,4-diazepane-1-carboxylate